CN(CCOC=1C=C2CCN(CC2=C(C1)N[C@H]1COCC1)C(=O)OC(C)(C)C)C t-butyl (R)-6-(2-(dimethylamino)ethoxy)-8-((tetrahydrofuran-3-yl)amino)-3,4-dihydroisoquinoline-2(1H)-carboxylate